cresyl phthalate C(C=1C(C(=O)[O-])=CC=CC1)(=O)OC1=CC=C(C=C1)C